2-(3-bromophenyl)dibenzothiophene BrC=1C=C(C=CC1)C1=CC2=C(SC3=C2C=CC=C3)C=C1